CC1=C(C(=C(N1)C(=O)OCC)C1=CC=CC=C1)C(=O)OCC diethyl 5-methyl-3-phenyl-1H-pyrrole-2,4-dicarboxylate